(R)-tetrahydrofurancarboxylic acid O1[C@H](CCC1)C(=O)O